4-(3-(trifluoromethyl)phenethoxy)benzaldehyde FC(C=1C=C(CCOC2=CC=C(C=O)C=C2)C=CC1)(F)F